FC(C=1C=C(CN2C=C(C=3C2=NC=CC3F)C=O)C=C(C1)C(F)(F)F)(F)F 1-(3,5-bis(trifluoromethyl)benzyl)-4-fluoro-1H-pyrrolo[2,3-b]pyridine-3-carboxaldehyde